CC=1N=C(NC(C1C)=O)N1N=C(C=C1C(C(=O)N)CCCCC)C (1-(4,5-dimethyl-6-oxo-1,6-dihydropyrimidin-2-yl)-3-methyl-1H-pyrazol-5-yl)heptanamide